Cl.COC=1C(=NC=CC1)N1CCNCC1 1-(3-methoxypyridin-2-yl)piperazine, hydrochloride